[Si](C)(C)(C(C)(C)C)OC[C@H]1[C@@H](C1)C(=O)OCC (1R,2R)-ethyl 2-(((tert-butyldimethylsilyl)oxy)methyl)cyclopropanecarboxylate